5,8-diethyldodecane C(C)C(CCCC)CCC(CCCC)CC